ClC1=CC(=NC=C1)C#CC1=NN=C2N1CCNC2 3-[(4-chloropyridin-2-yl)ethynyl]-5,6,7,8-tetrahydro[1,2,4]triazolo[4,3-a]pyrazine